2-(2-methylpyrimidin-4-yl)-2,8-diazaspiro[4.5]decane hydrochloride Cl.CC1=NC=CC(=N1)N1CC2(CC1)CCNCC2